S1C(CC=C1)=C(C#N)C1=CC=CC=C1 (2H)-thiophenylidenephenylacetonitrile